C(C)OC(=O)C=1NC=CC1NCCOC1(CCCCC1)C(F)(F)F.FC(C=1C=C(O[C@@H]2CCC3=CC(=CC=C23)NC(C=C)=O)C=CC1)(F)F (R)-N-(1-(3-(trifluoromethyl)phenoxy)-2,3-dihydro-1H-inden-5-yl)acrylamide ethyl-3-((2-((1-(trifluoromethyl)cyclohexyl)oxy)ethyl)amino)-1H-pyrrole-2-carboxylate